copper-tin Zinc [Zn].[Sn].[Cu]